3-((4-methoxyphenyl)amino)quinoxaline-2-carboxamide COC1=CC=C(C=C1)NC=1C(=NC2=CC=CC=C2N1)C(=O)N